Tripropyl-1,3,5,2λ5,4λ5,6λ5-trioxatriphosphinane-2,4,6-trione C(CC)P1(OP(OP(O1)(=O)CCC)(=O)CCC)=O